4-(3-(methylsulfonyl)phenyl)-1-propylpiperidine hydrochloride Cl.CS(=O)(=O)C=1C=C(C=CC1)C1CCN(CC1)CCC